C12C3C=CC(C2C2C(CC1C2)C(=O)O)C3 tetracyclo[4.4.0.12,5.17,10]dodec-3-ene-8-carboxylic acid